C1(=CC(=CC=C1)C=O)C=O 1,3-benzenedial